C=1OOC=C2C3=COOC=C3C3=COOC=C3C12 2,3,6,7,10,11-hexaoxa-triphenylene